1-methyl-2-(1-(2-methyl-6-vinylpyrimidin-4-yl)azetidin-3-yl)-1H-benzo[d]imidazole CN1C(=NC2=C1C=CC=C2)C2CN(C2)C2=NC(=NC(=C2)C=C)C